4-(3-(5-fluoropyridin-2-yl)-1-methyl-1H-pyrazol-4-yl)-5-(oxetan-3-yl)propan-3-yl-1H-pyrrolo[2,3-b]Pyridine FC=1C=CC(=NC1)C1=NN(C=C1C1=C2C(=NC=C1C(CC)C1COC1)NC=C2)C